6-hydroxy-3-iodo-1-methyl-2-(3-(2-oxo-2-(thiazol-2-ylamino)acetamido)phenyl)-1H-indole-5-carboxylic acid OC1=C(C=C2C(=C(N(C2=C1)C)C1=CC(=CC=C1)NC(C(NC=1SC=CN1)=O)=O)I)C(=O)O